NC1=NC2=CC=C(C=C2C=N1)C=1C(=C(C=CC1F)NS(=O)(=O)C1=CC(=C(C=C1)F)Cl)F N-(3-(2-aminoquinazolin-6-yl)-2,4-difluorophenyl)-3-chloro-4-fluorobenzenesulfonamide